C(C(C)C)C=1C(=CC(=C(C1)N1CCN(CC1)CC=1N=NC=CC1)C=1N=NNN1)C 3-[[4-[5-isobutyl-4-methyl-2-(2H-tetrazol-5-yl)phenyl]piperazin-1-yl]methyl]pyridazine